4-(4-methylpiperazin-1-yl)phenylpyrimidino[5,4-c][2,6]naphthyridin-2-amine CN1CCN(CC1)C1=CC=C(C=C1)C1=NC(=NC2=C1N=CC=1C=CN=CC21)N